ClC=1C=C2C(=NC1OC)C(=C(N2C)C2=NC(=NN2)C(C(F)(F)F)OC)C=2C=NNC2 6-chloro-5-methoxy-1-methyl-3-(1H-pyrazol-4-yl)-2-(3-(2,2,2-trifluoro-1-methoxy-ethyl)-1H-1,2,4-triazol-5-yl)-1H-pyrrolo[3,2-b]pyridine